CN1N=CC=C1C(=O)N[C@@H]1CCC2=CC(=CC=C12)C=1SC(=CN1)C (R)-1-methyl-N-(5-(5-methylthiazol-2-yl)-2,3-dihydro-1H-inden-1-yl)-1H-pyrazole-5-carboxamide